ClC=1C=NC=CC1Cl 3,4-dichloro-pyridine